1-(2,2,2-trifluoroethyl)-1H-pyrazolo[3,4-c]pyridine-5-carboxylic acid FC(CN1N=CC=2C1=CN=C(C2)C(=O)O)(F)F